OCC(O)CO.[Na] Sodium Glycerol